azobilirubin CCCC1=C(NC(=C1C)C=C2C(=C(C(=O)N2)C)C=C)N=NC3=CC=C(C=C3)S(=O)(=O)O